COC(=O)C1=NC=C(C(=C1)C=1OC2=C(N1)C=C(C=C2)NC(=O)OC(C)(C)C)OC 4-(5-((tert-Butoxycarbonyl)amino)benzo[d]oxazol-2-yl)-5-methoxypyridinecarboxylic acid methyl ester